C(C)(C)(C)OC(C)=O.NC([C@H](CCC(=O)O)N1C(C2=CC=C(C=C2C1)O[C@@H]1CNCC1)=O)=O (S)-5-amino-5-oxo-4-(1-oxo-5-(((S)-pyrrolidin-3-yl)oxy)isoindolin-2-yl)pentanoic acid tert-butyl-acetate